C(C=C)(=O)N1C[C@H](CCC1)C1=NN(C=2C(=NNC(C21)=O)N)C2=CC=C(C=C2)OC2=CC=C(C=C2)F (S)-3-(1-Acryloylpiperidin-3-yl)-7-amino-1-(4-(4-fluorophenoxy)phenyl)-1,5-dihydro-4H-pyrazolo[3,4-d]pyridazin-4-on